COC1=CC=CC(=N1)\C=N\C(OC(C)(C)C)=O tert-butyl (E)-((6-methoxypyridin-2-yl)methylene)carbamate